3-methyl-4-[(E)-2-[4-(trifluoromethyl)phenyl]ethenyl]pyrrolidine hydrochloride Cl.CC1CNCC1\C=C\C1=CC=C(C=C1)C(F)(F)F